N1=CN=C(C2=C1NC=C2)C2=CN(C=C2)C2(CN(C2)S(=O)(=O)CC2=CC=CC=C2)CC#N 2-(3-(3-(7H-pyrrolo[2,3-d]pyrimidin-4-yl)-1H-pyrrol-1-yl)-1-(benzylsulfonyl)azetidin-3-yl)acetonitrile